BrC1=NN(C=C1)C1=CC=CC=C1 3-bromo-1-phenyl-1H-pyrazol